toluene isocyanate [N-]=C=O.CC1=CC=CC=C1